ethyl 3-(2-((tert-butyldiphenylsilyl)oxy)ethyl)-2-(1H-indol-2-yl)-4-methoxybenzofuran-6-carboxylate [Si](C1=CC=CC=C1)(C1=CC=CC=C1)(C(C)(C)C)OCCC1=C(OC2=C1C(=CC(=C2)C(=O)OCC)OC)C=2NC1=CC=CC=C1C2